C(C1=CC=CC=C1)OC(=O)N1CC(C(C12CCCC2)O)(F)F 3,3-difluoro-4-hydroxy-1-azaspiro[4.4]nonane-1-carboxylic acid benzyl ester